[N+](=O)([O-])O[C@@H](CCCC(=O)OC[C@H]1N(CCC1)C1=NC=C(C(=N1)NCC1=CC(=C(C=C1)OC)Cl)C(NCC1=NC=CC=N1)=O)CO[N+](=O)[O-] [(2S)-1-(4-{[(3-chloro-4-methoxyphenyl)methyl]amino}-5-{[(pyrimidin-2-yl)methyl] carbamoyl}pyrimidin-2-yl)pyrrolidin-2-yl]methyl (5S)-5,6-bis(nitrooxy)hexanoate